4-(2-chloroethyl)-1,4-thiazinane 1,1-dioxide ClCCN1CCS(CC1)(=O)=O